(R)-N-(5-((6-(3-([1,1'-biphenyl]-3-yl)isoxazolidin-2-yl)pyrimidin-4-yl)amino)-4-meth-oxy-2-(4-methyl-piperazin-1-yl)-phenyl)acrylamide C1(=CC(=CC=C1)[C@@H]1N(OCC1)C1=CC(=NC=N1)NC=1C(=CC(=C(C1)NC(C=C)=O)N1CCN(CC1)C)OC)C1=CC=CC=C1